biquinolin N1=C(C=CC2=CC=CC=C12)C1=NC2=CC=CC=C2C=C1